C(C)(C)(C)C1=NOC(=N1)C(=O)N[C@H](C)C1=C(C=C(C=C1)C1=NC=NC(=C1)Cl)F (R)-3-(tert-butyl)-N-(1-(4-(6-chloropyrimidin-4-yl)-2-fluorophenyl)ethyl)-1,2,4-oxadiazole-5-carboxamide